N-{5-[6-(1,3-dimethylpyrazol-4-yl)pyrazin-2-yl]thiophen-3-yl}pentanamide ethyl-3-cyclohexyl-3-phenylpropanoate C(C)OC(CC(C1=CC=CC=C1)C1CCCCC1)=O.CN1N=C(C(=C1)C1=CN=CC(=N1)C1=CC(=CS1)NC(CCCC)=O)C